ClC=1C(=CC(=C(CNCCNC(C)=O)C1)OCC1=CC(=CC=C1)C#N)OCC1=C(C(=CC=C1)C1=C2CCN(C2=CC=C1)CCCN1CCCC1)C N-(2-(5-Chloro-2-(m-cyanobenzyloxy)-4-(3-(1-(3-(pyrrolidin-1-yl)propyl)indoline-4-yl)-2-methylbenzyl-Oxy)benzylamino)ethyl)acetamide